(3S*,3aR*,6S*,7R*,7aR*)-1,7-dibenzyl-4-oxo-N-(2,2,6,6-tetramethylpiperidin-4-yl)octahydro-6H-3,6-methanopyrrolo[3,2-c]pyridine-6-carboxamide C(C1=CC=CC=C1)N1C[C@@H]2[C@H]3C(N[C@]([C@@H]([C@H]31)CC3=CC=CC=C3)(C2)C(=O)NC2CC(NC(C2)(C)C)(C)C)=O |o1:9,10,13,14,15|